O=C1NC(CCC1C=1C=C(C=CC1)N1CCC(CC1)CC=O)=O 2-(1-(3-(2,6-dioxopiperidin-3-yl)phenyl)piperidin-4-yl)-acetaldehyde